C(#N)C[C@@H]1N(CCN(C1)C=1C2=C(N=C(N1)SC)CNCC2)C(=O)OC(C)(C)C tert-butyl (2S)-2-(cyanomethyl)-4-(2-methylsulfanyl-5,6,7,8-tetrahydropyrido[3,4-d]pyrimidin-4-yl)piperazine-1-carboxylate